dichloro-N,N-diisopropylphosphoramidite ClP([O-])([O-])(N(C(C)C)C(C)C)Cl